(R)-1-isopropyl-3-(5-(1,1,2,2-tetrafluoroethoxy)pyridin-3-yl)-4,5,6,7-tetrahydro-1H-indazole-6-carboxylic acid C(C)(C)N1N=C(C=2CC[C@H](CC12)C(=O)O)C=1C=NC=C(C1)OC(C(F)F)(F)F